O=C1OCCN1C=1C=C(C=CC1)S(=O)(=O)NC1=C(N=CS1)C(=O)O 5-[3-(2-oxo-1,3-oxazolidin-3-yl)phenylsulfonylamino]-1,3-thiazole-4-carboxylic acid